dimethylphosphine oxide formate C(=O)O.CP(C)=O